CCC.[Li] lithium propane salt